ClC=1C=C(C=CC1Cl)[C@H](CC1=NC(=NC(=N1)N[C@@H](CO)CC(C)C)CS(=O)(=O)N)C (4-((S)-2-(3,4-Dichlorophenyl)propyl)-6-(((R)-1-hydroxy-4-methylpentan-2-yl)amino)-1,3,5-triazin-2-yl)methanesulfonamide